(R)-tert-butyl 3-(2-(5-(hydroxymethyl)furan-2-yl)-6-(benzenesulfonyl)imidazo[4,5-d]pyrrolo[2,3-b]pyridin-1(6H)-yl)pyrrolidine-1-carboxylate OCC1=CC=C(O1)C1=NC=2C(=C3C(=NC2)N(C=C3)S(=O)(=O)C3=CC=CC=C3)N1[C@H]1CN(CC1)C(=O)OC(C)(C)C